FC1=C(C2=C(C=3NC(C=4N(C13)C(=NN4)C)(C)C)CCO2)C=2C=CC=C4C(=CNC24)C 5-fluoro-3,11,11-trimethyl-6-(3-methyl-1H-indol-7-yl)-8,9,10,11-tetrahydrofuro[3,2-f][1,2,4]triazolo[4,3-a]quinoxaline